4-ethyl-quinuclidin-3-one hydrochloride salt Cl.C(C)C12C(CN(CC1)CC2)=O